6-chloro-3-iodo-N-methylimidazo[1,2-b]pyridazin-8-amine ClC=1C=C(C=2N(N1)C(=CN2)I)NC